N-docosyl-N,N,N-trimethylammonium chloride [Cl-].C(CCCCCCCCCCCCCCCCCCCCC)[N+](C)(C)C